2-[3-(3-fluorophenyl)ureido]-4-trifluoromethoxy-N-(3-hydroxy-propyl)benzamide FC=1C=C(C=CC1)NC(NC1=C(C(=O)NCCCO)C=CC(=C1)OC(F)(F)F)=O